(4-(2-fluoro-4-(1H-pyrazol-4-yl)phenyl)piperidin-1-yl)(3-hydroxycyclohexyl)methan FC1=C(C=CC(=C1)C=1C=NNC1)C1CCN(CC1)CC1CC(CCC1)O